C1(CCCCC1)CCCCOOC=1C=C2C(N(C(C2=CC1NS(=O)(=O)C1=CC=CC=C1)=O)CCCC(=O)O)=O 5-(4-cyclohexylbutoxy)oxy-6-benzenesulfonamido-N-carboxypropyl-isoindolin-1,3-dione